5-(2-bromoethoxy)benzo[d][1,3]dioxole BrCCOC1=CC2=C(OCO2)C=C1